4,4-difluoro-6-((4-(((S)-2-hydroxy-1-phenylethyl)amino)-5-(1,3,4-oxadiazol-2-yl)pyridin-2-yl)amino)-3-methylisochroman-1-one FC1(C(OC(C2=CC=C(C=C12)NC1=NC=C(C(=C1)N[C@H](CO)C1=CC=CC=C1)C=1OC=NN1)=O)C)F